6,6-dimethyl-4,5,6,7-tetrahydrobenzo[d]thiazol-2-amine CC1(CC2=C(N=C(S2)N)CC1)C